C(CCC)N(C(SCSC(N(CCCC)CCCC)=S)=S)CCCC methylene bis(dibutyl dithiocarbamate)